C(C)(C)(CC)C12C(C3C(C=C1)(O)S3)S2 p-tert-amyl-phenol disulfide